ClC1=C(C=CC=C1)C(C1=CC=CC=C1)(C1=CC=CC=C1)OC([C@H](CCCCNC(COCCOCCNC(CC[C@@H](C(=O)OC(C)(C)C)N)=O)=O)NC(=O)OCC1=CC=CC=C1)=O [(2-chlorophenyl)-diphenylmethyl]-(2S)-6-[[2-[2-[2-[[(4S)-4-amino-5-tert-butoxy-5-oxo-pentanoyl]amino]ethoxy]ethoxy]acetyl]amino]-2-(benzyloxycarbonylamino)hexanoate